(4-(methylthio)phenyl)-2-(4-(trifluoromethyl)phenyl)Azole-4-carboxylic acid ethyl ester C(C)OC(=O)C=1C(=C(NC1)C1=CC=C(C=C1)C(F)(F)F)C1=CC=C(C=C1)SC